FC(C=1C(=C(C=CC1)[C@@H](C)NC1=C2C(=C(N=N1)C)N=CC(=C2)N2CCSCC2)F)F (R)-N-(1-(3-(difluoromethyl)-2-fluorophenyl)ethyl)-8-methyl-3-thiomorpholinopyrido[2,3-d]pyridazine-5-amine